1-Methyl-2-oxo-4-{4-[4-(trifluoromethyl)phenyl]piperidin-1-yl}-1,2-dihydro-quinoline-3-carbonitrile CN1C(C(=C(C2=CC=CC=C12)N1CCC(CC1)C1=CC=C(C=C1)C(F)(F)F)C#N)=O